NC(C(=O)O)(CCN)C 2,4-diamino-2-methylbutanoic acid